(Z)-7-(5-(2-bromobenzylidene)-2,4-dioxathiazolidin-3-yl)-N-hydroxyheptanamide BrC1=C(\C=C/2\ON(OS2)CCCCCCC(=O)NO)C=CC=C1